NC=1SC2=C(N1)C=CC(=C2)CN2CCN(CC2)CC 2-amino-6-(4-ethylpiperazinomethyl)benzothiazole